COC(=O)N1[C@H]([C@H](CCC1)C1=NNC=C1C)CO[C@H]1CCC(=CC1)C1=CC(=CC=C1)F.FC1=C(N)C=CC(=C1)[N+](=O)[O-] 2-fluoro-4-nitroaniline methyl-(CIS)-2-((((S)-3'-fluoro-2,3,4,5-tetrahydro-[1,1'-biphenyl]-4-yl)oxy)methyl)-3-(4-methyl-1H-pyrazol-3-yl)piperidine-1-carboxylate